COC(=O)C1=CC2=C(N=C(S2)N)C=C1OCCOC 2-amino-5-(2-methoxyethoxy)benzo[d]thiazole-6-carboxylic acid methyl ester